COC(C1=CC(=CC=C1)C(C(=O)NNC)(CCCC(CS(=O)(=O)CCO)(C)C)C)=O.NC=1C(=NON1)N diaminofurazane methyl-3-(7-((2-hydroxyethyl)sulfonyl)-2,6,6-trimethyl-1-(2-methylhydrazineyl)-1-oxoheptan-2-yl)benzoate